((1-methyl-1H-pyrazol-3-yl)amino)-4-((2-(N-methylmethanesulfonamido)-4-morpholinophenyl)amino)nicotinamide CN1N=C(C=C1)NC1=C(C(=O)N)C(=CC=N1)NC1=C(C=C(C=C1)N1CCOCC1)N(S(=O)(=O)C)C